(R)-4-(Pyridin-2-yl)-N-(pyrrolidin-3-ylmethyl)-3,4-dihydroquinoxaline-1(2H)-carboxamide N1=C(C=CC=C1)N1CCN(C2=CC=CC=C12)C(=O)NC[C@H]1CNCC1